FC(C1=NN=C(O1)C1=CC=C2CN(C(C2=C1)=O)[C@@H]([C@@H](O)C1=CC(=CC=C1)F)C1=NC=CC=C1)F |o1:17,18| 6-[5-(difluoromethyl)-1,3,4-oxadiazol-2-yl]-2-[(1R*,2S*)-2-(3-fluorophenyl)-2-hydroxy-1-(pyridin-2-yl)ethyl]-2,3-dihydro-1H-isoindol-1-one